2,2'-(3'-(3-(10-methylphenazin-5(10H)-yl)phenyl)-4',5',6'-triphenyl[1,1':2',1''-terphenyl]-3,3''-diyl)bis(benzo[d]thiazole) CN1C2=CC=CC=C2N(C=2C=CC=CC12)C=1C=C(C=CC1)C1=C(C(=C(C(=C1C1=CC=CC=C1)C1=CC=CC=C1)C1=CC=CC=C1)C1=CC(=CC=C1)C=1SC2=C(N1)C=CC=C2)C2=CC(=CC=C2)C=2SC1=C(N2)C=CC=C1